N-carbamoyl-allylamine C(N)(=O)NCC=C